(+/-)-{2-[3,5-difluoro-4-({3-[3-(2,2,2-trifluoroethoxy)oxetan-3-yl]-1H-pyrrolo[2,3-b]pyridin-4-yl}oxy)anilino]-5-methyl-5,6-dihydro-4H-1,3-oxazin-5-yl}methanol FC=1C=C(NC=2OC[C@@](CN2)(C)CO)C=C(C1OC1=C2C(=NC=C1)NC=C2C2(COC2)OCC(F)(F)F)F |r|